Ergosta-14,22-dien-3-ol CC(C)[C@@H](C)C=C[C@@H](C)[C@H]1CC=C2[C@@H]3CCC4CC(CC[C@]4(C)[C@H]3CC[C@]12C)O